NC1=CC(=C(C=C1SC)C1=NC=C(C2=C1C(=NO2)N)C=2C=NNC2)F 4-(4-amino-2-fluoro-5-(methylthio)phenyl)-7-(1H-pyrazol-4-yl)isoxazolo[4,5-c]pyridin-3-amine